ethyl 2-(4-(1-methyl-1H-indazol-5-yl)cyclohex-3-en-1-yl)acetate CN1N=CC2=CC(=CC=C12)C1=CCC(CC1)CC(=O)OCC